ClC=1C=CC(=C(C1)C1=CC(N(C=C1OC)C(C(=O)OC(C)(C)C)CCOC)=O)N1C=NC=C1 tert-Butyl 2-{4-[5-chloro-2-(1H-imidazol-1-yl)phenyl]-5-methoxy-2-oxopyridin-1(2H)-yl}-4-methoxybutanoate